FC(C1=CC=C(C(N1)=O)C(=O)NC1C2=CC=CC=C2OC=2C=CC=CC12)F 6-(difluoromethyl)-2-oxo-N-(9H-xanthen-9-yl)-1,2-dihydropyridine-3-carboxamide